6-(4-Chlorophenyl)-N-(2-hydroxy-2-methylpropyl)-2-(1H-pyrazol-3-yl)pyrimidin ClC1=CC=C(C=C1)C1=CC=NC(N1CC(C)(C)O)C1=NNC=C1